(2'S,7S)-2-chloro-2'-ethynyl-spiro[4,5-dihydrothieno[2,3-c]pyran-7,4'-piperidine] ClC1=CC2=C(S1)[C@]1(C[C@H](NCC1)C#C)OCC2